[Si](C1=CC=CC=C1)(C1=CC=CC=C1)(C(C)(C)C)OCC[C@H](CCC)NC=1C2=C(N=C(N1)NC(OC)=O)C=NN2CC2=NC=C(C=C2OC)CO methyl (S)-(7-((1-((tert-butyldiphenylsilyl)oxy)-hexan-3-yl)amino)-1-((5-(hydroxymethyl)-3-methoxypyridin-2-yl)methyl)-1H-pyrazolo[4,3-d]pyrimidin-5-yl)carbamate